ClC1=C(C=CC=C1C(F)(F)F)C=O (2-chloro-3-(trifluoromethyl)phenyl)methanone